FC1(CC(C1)N1N=NC2=C1C=C(C=C2)C=2C=CN1N=C(N=C(C12)OC)N[C@H]1[C@@H](CN(CC1)C1COC1)F)F 5-(1-(3,3-difluorocyclobutyl)-1H-benzo[d][1,2,3]triazol-6-yl)-N-((3R,4R)-3-fluoro-1-(oxetan-3-yl)piperidin-4-yl)-4-methoxypyrrolo[2,1-f][1,2,4]triazin-2-amine